N-(2-((2-((1-methyl-1H-pyrazol-4-yl)amino)pyrimidin-4-yl)amino)-[1,1'-biphenyl]-4-yl)acrylamide CN1N=CC(=C1)NC1=NC=CC(=N1)NC1=C(C=CC(=C1)NC(C=C)=O)C1=CC=CC=C1